rel-(R)-1-(2-(Morpholin-2-yl)benzyl)-2-thioxo-1,2,3,5-tetrahydro-4H-pyrrolo[3,2-d]pyrimidin-4-one N1C[C@H](OCC1)C1=C(CN2C(NC(C3=C2C=CN3)=O)=S)C=CC=C1 |o1:2|